C(C)N1N=C(C(=C1Br)[N+](=O)[O-])C(=O)OCC1=CC(=CC=C1)C=1NC=C(N1)C=1C(=C(C=CC1)C1=CC=CC=C1)C (3-[4-(2-methyl-[1,1'-biphenyl]-3-yl)-1H-imidazol-2-yl]phenyl)methanol ethyl-5-bromo-4-nitro-1H-pyrazole-3-carboxylate